tert-butyl N-(3,6,9,12-tetraoxapentadec-14-yn-1-yl)carbamate C(COCCOCCOCCOCC#C)NC(OC(C)(C)C)=O